N6-[(2S)-2-amino-2-(2-fluorophenyl)ethyl]-N4-tert-butyl-1-(trideuteriomethyl)pyrazolo[3,4-d]pyrimidine-4,6-diamine N[C@H](CNC1=NC(=C2C(=N1)N(N=C2)C([2H])([2H])[2H])NC(C)(C)C)C2=C(C=CC=C2)F